1-(4-methyl-1H-imidazol-1-yl)ethan-1-one CC=1N=CN(C1)C(C)=O